6-(4-([1,1'-biphenyl]-4-ylmethyl)-2-methyl-4H-thieno[3,2-b]pyrrole-3-carboxamido)spiro[3.3]heptane-2-carboxylic acid C1(=CC=C(C=C1)CN1C2=C(C=C1)SC(=C2C(=O)NC2CC1(CC(C1)C(=O)O)C2)C)C2=CC=CC=C2